2,8-bis(benzenesulfonylmethyl)-6-(2,4-dimethoxypyrimidin-5-yl)imidazo[1,2-b]-pyridazine C1(=CC=CC=C1)S(=O)(=O)CC=1N=C2N(N=C(C=C2CS(=O)(=O)C2=CC=CC=C2)C=2C(=NC(=NC2)OC)OC)C1